NC=1C=2N(C=CN1)C(=NC2C2=CC=C(C(=O)NC1=NC=CC=C1)C=C2)[C@H]2N(CCC2)C(C#CC)=O 4-[8-amino-3-[(2S)-1-(1-oxo-2-butyn-1-yl)-2-pyrrolidinyl]imidazo[1,5-a]pyrazin-1-yl]-N-2-pyridinyl-benzamide